(2R,4R)-N-(1-(5-(3-((5-cyano-4-(4-fluorophenyl)thiazol-2-yl)(methyl)amino)-2-ethylimidazo[1,2-a]pyridin-6-yl)pyrimidin-2-yl)azetidin-3-yl)-4-hydroxypyrrolidine-2-carboxamide C(#N)C1=C(N=C(S1)N(C1=C(N=C2N1C=C(C=C2)C=2C=NC(=NC2)N2CC(C2)NC(=O)[C@@H]2NC[C@@H](C2)O)CC)C)C2=CC=C(C=C2)F